F[P-](F)(F)(F)(F)F.C1(=C(C=CC=C1)[I+]C1=C(C=CC=C1)C)C ditolyliodonium hexafluorophosphate salt